[Cr].[Fe] iron-chromium salt